[Cl-].C[N+](CCCCCCCC)(CCCCCCCC)CCCCCCCC methyl-(trioctyl)ammonium chloride